2-(4-allyl-2-(1H-benzimidazol-5-yl)phenyl)propane-2-ol C(C=C)C1=CC(=C(C=C1)C(C)(C)O)C1=CC2=C(NC=N2)C=C1